4-nitrophenyl 5-(((4-cyanophenoxy) (2-(pivaloylthio) ethoxy)phosphoryl) difluoromethyl)benzo[b]thiophene-2-carboxylate C(#N)C1=CC=C(OP(=O)(OCCSC(C(C)(C)C)=O)C(C2=CC3=C(SC(=C3)C(=O)OC3=CC=C(C=C3)[N+](=O)[O-])C=C2)(F)F)C=C1